C=CCN=C=S The molecule is an isothiocyanate with the formula CH2=CHCH2N=C=S. A colorless oil with boiling point 152℃, it is responsible for the pungent taste of mustard, horseradish, and wasabi. It has a role as a lachrymator, a metabolite, an antimicrobial agent, an apoptosis inducer and an antineoplastic agent.